CC=1C(=NC=CC1)OC1CCC(CC1)CCN1N=C(C2=C1CCC2)C(=O)N2CCC(CC2)NC(C)=O N-(1-(1-(2-((1s,4s)-4-((3-methylpyridin-2-yl)oxy)cyclohexyl)ethyl)-1,4,5,6-tetrahydrocyclopenta[c]pyrazole-3-carbonyl)piperidin-4-yl)acetamide